CC(CC(O)N(C)C)(C)C trimethyl-N,N-dimethylaminopropanol